FC1=C(C=CC(=C1)C#CC1=C(C=C(C=C1)CCCCC)F)C#CC#N 3-{2-fluoro-4-[(2-fluoro-4-pentylphenyl)ethynyl]phenyl}prop-2-ynenitrile